N1=CC(=CC=C1)C(CCCOC=1C=2N=CN([C@H]3C[C@H](O)[C@@H](CO)O3)C2N=C(N1)N)=O O6-[4-(3-pyridyl)-4-oxobut-1-yl]-2'-deoxyguanosine